5,7-difluoro-4-methylene-isochromane FC1=C2C(COCC2=CC(=C1)F)=C